C(C)(C)(C)OC(=O)N[C@@H](CC(C)C)C(=O)NCC(=O)N[C@@H](CCCNC(N)=N)C(=O)NC1=CC=C(C=C1)[N+](=O)[O-] tert-butoxycarbonyl-leucyl-glycyl-arginyl-p-nitroaniline